COC1=C2C(NC(=NC2=CC(=C1)OC)C1=CC=C(C=C1)N1CCN(CC1)CC=1C=C(C=CC1)C1C(NC(CC1)=O)=O)=O 3-(3-((4-(4-(5,7-dimethoxy-4-oxo-3,4-dihydroquinazolin-2-yl)phenyl)piperazin-1-yl)methyl)phenyl)piperidine-2,6-dione